C(C)(C)(C)C1=CC=C(C=C1)C=1C=C2CC(C(C2=CC1F)NC(O[C@@H]1CN2CCC1CC2)=O)(C)C (S)-quinuclidin-3-yl (5-(4-(tert-butyl)phenyl)-6-fluoro-2,2-dimethyl-2,3-dihydro-1H-inden-1-yl)carbamate